FC(C=1C=C2CCCC(C2=CC1)=O)(F)F 6-(trifluoromethyl)-3,4-dihydronaphthalen-1(2H)-one